C(C)(C)(C)OC(=O)N[C@@H](CNC([O-])=O)C N-[(2R)-2-(tert-butoxycarbonylamino)propyl]carbamate